4-(((5-(4-(dimethylamino)phenyl)-4-methyl-4H-1,2,4-triazol-3-yl)thio)methyl)benzonitrile CN(C1=CC=C(C=C1)C=1N(C(=NN1)SCC1=CC=C(C#N)C=C1)C)C